CN1C(NC2=C1C=CC=C2)=O 1,3-dihydro-1-methyl-2H-benzimidazol-2-one